CC1=C2C(=CC=NC2=CC(=C1)C(F)(F)F)S 5-methyl-7-(trifluoromethyl)quinoline-4-thiol